1-(1-(((7-bromo-8-fluoro-4-(piperidin-1-yl)quinazolin-2-yl)oxy)methyl)cyclopropyl)-N,N-dimethylmethanamine BrC1=CC=C2C(=NC(=NC2=C1F)OCC1(CC1)CN(C)C)N1CCCCC1